BrC1=C(C=C(C(=O)N2CC=3N=C(N(C(C3C[C@H]2C)=O)C2=NC=C(C(=O)NC)C=C2)Cl)C=C1)C(F)(F)F (R)-6-(7-(4-bromo-3-(trifluoromethyl)benzoyl)-2-chloro-6-methyl-4-oxo-5,6,7,8-tetrahydropyrido[3,4-d]pyrimidin-3(4H)-yl)-N-methylnicotinamide